ClC1=CN=C2N(N=C(C(=C2)C)N2CC=3C=C(C=NC3CC2)NC2=C(C=NC=C2)F)C1=O 3-chloro-7-(3-((3-fluoropyridin-4-yl)amino)-7,8-dihydro-1,6-naphthyridin-6(5H)-yl)-8-methyl-4H-pyrimido[1,2-b]pyridazin-4-one